F[C@H]1[C@@H](O[C@@]([C@H]1O)(CO)N=[N+]=[N-])N1C(=O)N=C(N)C=C1 deoxy-2'-fluoro-4'-azidocytidine